N-Boc-9-azabicyclo[3.3.1]nonane-3-one C(=O)(OC(C)(C)C)N1C2CC(CC1CCC2)=O